C1(CCC1)CN(C(OCC1=C(SC=C1)C1=NC(=C(C=C1)OC1OCCCC1)C)=O)C (2-(6-methyl-5-((tetrahydro-2H-pyran-2-yl)oxy)pyridin-2-yl)thiophen-3-yl)methyl (cyclobutylmethyl)(methyl)carbamate